NC=1C=C(OCCO)C=C(C1)OC 2-(3-amino-5-methoxyphenoxy)-ethanol